ClC(C1=NC(=NO1)C1=CC=C(C=C1)C(CS(=O)(=O)C1=CC=C(C=C1)OC)=O)(F)F 1-(4-(5-(chlorodifluoromethyl)-1,2,4-oxadiazol-3-yl)phenyl)-2-((4-methoxyphenyl)sulfonyl)ethan-1-one